P(O)(=O)(OP(=O)(O)OP(=O)(O)O)OC[C@@H]1[C@H]([C@H]([C@@H](O1)N1C=[N+](C=2C(=O)NC(N)=NC12)C)O)O N7-Methylguanosine-triphosphate